5,9-dimethyldeca-1,8-dien-3-ol CC(CC(C=C)O)CCC=C(C)C